1-(2-(5-(4-((methylamino)methyl)phenyl)-1H-imidazol-2-yl)piperidin-1-yl)-2-(methylthio)propan-1-one CNCC1=CC=C(C=C1)C1=CN=C(N1)C1N(CCCC1)C(C(C)SC)=O